C(C)(C)(C)OC(=O)N1CC2(CC1)CN(CC2)C2=C(C=C(C=C2)B2OC(C(O2)(C)C)(C)C)F.OCCN(CCO)C(CO)(CO)CO Bis(2-hydroxyethyl)amino-TRIS(hydroxymethyl)methane tert-butyl-7-[2-fluoro-4-(4,4,5,5-tetramethyl-1,3,2-dioxaborolan-2-yl)phenyl]-2,7-diazaspiro[4.4]nonane-2-carboxylate